CC(C(=O)OCCOC(CCC(=O)O)=O)=C succinic acid mono[2-[(2-methyl-acryloyl)oxy] ethyl] ester